C(C)(C)(C)NC(=O)C1=CC2=C(C(N(C=C2C2=C(C(N(C=C2)C)=O)OC2=C(C=C(C=C2C)F)C)C)=O)N1 N-(tert-butyl)-4-(3-(4-fluoro-2,6-dimethylphenoxy)-1-methyl-2-oxo-1,2-dihydropyridin-4-yl)-6-methyl-7-oxo-6,7-dihydro-1H-pyrrolo[2,3-c]pyridine-2-carboxamide